9,10-di(2,4-dimethylbenzyloxy)anthracene CC1=C(COC=2C3=CC=CC=C3C(=C3C=CC=CC23)OCC2=C(C=C(C=C2)C)C)C=CC(=C1)C